5-hydroxy-2-methyl-3-hexenoic acid OC(C=CC(C(=O)O)C)C